ClCC1=CN=C(S1)C 5-(chloromethyl)2-methylthiazole